C(C1=CC=CC=C1)NC1=C2C(=NC(=N1)C1=NC=CC=C1)N(N=C2)C N-benzyl-1-methyl-6-(pyridin-2-yl)-1H-pyrazolo[3,4-d]pyrimidin-4-amine